BrC=1C=NC2=CC=C(C=C2C1)C1=C(N=CN1COCC[Si](C)(C)C)C1=NC(=CC=C1)C 3-bromo-6-(4-(6-methylpyridin-2-yl)-1-((2-(trimethylsilyl)ethoxy)methyl)-1H-imidazol-5-yl)quinoline